(4-(4-amino-1-(1-isobutyrylpiperidin-4-yl)-1H-pyrazolo[4,3-c]pyridin-3-yl)-3-fluorophenyl)-1-isopropyl-2,4-dioxo-3-(pyridin-2-yl)-1,2,3,4-tetrahydropyrimidine-5-carboxamide NC1=NC=CC2=C1C(=NN2C2CCN(CC2)C(C(C)C)=O)C2=C(C=C(C=C2)C2=C(C(N(C(N2C(C)C)=O)C2=NC=CC=C2)=O)C(=O)N)F